COC(C(Cl)=NN=NNC1=C(C=C(C=C1C)Br)C)=O 2-{2-(4-bromo-2,6-dimethylphenyl)hydrazono(hydrazinylidene)}-2-chloroacetic acid methyl ester